FC1=C(CNC2=NS(C3=C(N2)C(=CC=C3)CC3=C(C=CC=C3)C)(=O)=O)C=CC=C1 3-((2-fluorobenzyl)amino)-5-(2-methylbenzyl)-4H-benzo[e][1,2,4]thiadiazine 1,1-dioxide